COC1=C(C=CC=C1)C1=CC=C(C=C1)NC(C[C@H]1C[C@H](N(C1)C=1C2=C(N=C(N1)C)C1=C(O2)C=CC=C1)C(=O)O)=O (2S,4R)-4-(2-((2'-methoxy-[1,1'-biphenyl]-4-yl)amino)-2-oxoethyl)-1-(2-methylbenzofuro[3,2-d]pyrimidin-4-yl)pyrrolidine-2-carboxylic acid